ClC=1C=C(C=CC1F)NC(=O)C1=C(N=CN1C)C1CC2CC(CC2C1)(O)C1=C(C(=NN1C(C)C)NCC(C)(C)O)F N-(3-Chloro-4-fluorophenyl)-4-(5-(4-fluoro-3-((2-hydroxy-2-methylpropyl)amino)-1-isopropyl-1H-pyrazol-5-yl)-5-hydroxyoctahydropentalen-2-yl)-1-methyl-1H-imidazole-5-carboxamide